FC1(C[C@H](CN(C1)C(=O)OC1=NC=C(C=C1)Cl)N1C(CCC(C1)C)=O)F 5-chloropyridin-2-yl (3'R)-5',5'-difluoro-5-methyl-2-oxo[1,3'-bipiperidine]-1'-carboxylate